C[C@H]1O[C@H](CNC1)C(=O)OC methyl (2R,6R)-6-methylmorpholine-2-carboxylate